tantalum carboxyethylacrylate C(=O)(O)CCOC(C=C)=O.[Ta]